C(C(=C)C)(=O)O.C(C(=C)C)(=O)O.C(C(=C)C)(=O)O.C(C(=C)C)(=O)O.CC(CNOC(=O)C(CO)CO)(CC(CCNOC(=O)C(CO)CO)C)C N,N'-(2,2,4-trimethylhexamethylene)bis[2-(aminocarboxy)propane-1,3-diol] tetramethacrylate